2-(quinoxalin-6-yl)acetic acid N1=CC=NC2=CC(=CC=C12)CC(=O)O